7-bromo-4-methyl-3,4-dihydrothieno[2,3-f][1,4]thiazepin-5(2H)-one 1,1-dioxide BrC1=CC2=C(C(N(CCS2(=O)=O)C)=O)S1